2,5-dioxopyrrolidin-1-yl 3-(2-(2-(2,5-dioxo-2,5-dihydro-1H-pyrrol-1-yl)ethoxy)ethoxy)propanoate O=C1N(C(C=C1)=O)CCOCCOCCC(=O)ON1C(CCC1=O)=O